ClC1=C2C(CCOC2=C(C=C1)S(=O)(=O)N[C@@H]([C@H](C)C1=C(C(=CC=C1Cl)F)C)C=1OC(NN1)=O)(C)O 5-chloro-N-((1S,2R)-2-(3-chloro-6-fluoro-2-tolyl)-1-(5-oxo-4,5-dihydro-1,3,4-oxadiazol-2-yl)propyl)-4-hydroxy-4-methylchroman-8-sulfonamide